C(=O)(O)C=1C=C(C=CC1)C=1C=NC=C(C1)C1=CC(=CC=C1)C(=O)O 3,5-bis(3-carboxyphenyl)pyridine